ethyl-5-methyl-2-phenyl-pyrazol-3-amine C(C)C1=C(N(N=C1C)C1=CC=CC=C1)N